(S)-2-pyrrolidinecarboxylic acid N1[C@@H](CCC1)C(=O)O